C(CCCCCCC(=O)OCCCCCCC(C(F)(F)F)(F)F)(=O)OCC1=CC(=CC(=C1)CO)COC(CCC(OCCCCCCCC)OCCCCCCCC)=O 1-(3-(((4,4-bis(octyloxy)butanoyl)oxy)methyl)-5-(hydroxymethyl)benzyl) 8-(7,7,8,8,8-pentafluorooctyl) octanedioate